5-chloro-N-((1r,4r)-4-((3-(2,3-difluorophenyl)-3-hydroxy-2-oxo-2,3-dihydro-1H-pyrrolo[2,3-b]pyridin-1-yl)methyl)cyclohexyl)-2-methylnicotinamide ClC=1C=NC(=C(C(=O)NC2CCC(CC2)CN2C(C(C=3C2=NC=CC3)(O)C3=C(C(=CC=C3)F)F)=O)C1)C